C(C)(C)(C)NC(=O)NC=1C=C2CCC(N(C2=CC1)CC1=CC(=CC=C1)OC)=O 1-(tert-butyl)-3-(1-(3-methoxybenzyl)-2-oxo-1,2,3,4-tetrahydroquinolin-6-yl)urea